CC1=C(CNC2=CN=C3N(C2=O)[C@@H](CC3)C(=O)O)C=CC=C1 (S)-3-((2-methylbenzyl)amino)-4-oxo-4,6,7,8-tetra-hydropyrrolo[1,2-a]pyrimidine-6-carboxylic acid